cesium n-propanolate C(CC)[O-].[Cs+]